C(C)(C)(C)C1=C(C(=CC(=C1)C(C)(C)C)O)C=1C(=CC(=CC1C(C)(C)C)C(C)(C)C)O 3,3',5,5'-tetratertiary butyl-2,2'-biphenol